(S)-2-((4-([1,1'-biphenyl]-3-yl)-5-chloropyrimidin-2-yl)amino)-6,6a,7,8-tetrahydro-9H-pyrido[2,3-b]pyrrolo[1,2-d][1,4]oxazin-9-one C1(=CC(=CC=C1)C1=NC(=NC=C1Cl)NC1=CC2=C(OC[C@H]3N2C(CC3)=O)N=C1)C1=CC=CC=C1